C(C=C)(=O)OC(C)CCCCCCCCCCCCCC 2-hexadecyl (2-acrylate)